diethyl mesaconate C(\C(\C)=C\C(=O)OCC)(=O)OCC